(1S,2R)-8-fluoro-2-(methoxymethoxy)-1,2,3,4-tetrahydronaphthalen-1-yl carbamate C(N)(O[C@@H]1[C@@H](CCC2=CC=CC(=C12)F)OCOC)=O